3-(1-(5-chloro-2-methylphenyl)cyclopropyl)-5-(5-(difluoromethyl)-1-methyl-1H-pyrazol-3-yl)-1,2,4-oxadiazole ClC=1C=CC(=C(C1)C1(CC1)C1=NOC(=N1)C1=NN(C(=C1)C(F)F)C)C